4-amino-1-(4-aminophenyl)-2-oxo-7-(trifluoromethyl)-1,2-dihydro-1,8-naphthyridine NC1=CC(N(C2=NC(=CC=C12)C(F)(F)F)C1=CC=C(C=C1)N)=O